tert-butyl (tert-butoxycarbonyl)(4-((tert-butoxycarbonyl)(p-tolyl)amino)-6-(hydroxymethyl)pyrimidin-2-yl)carbamate C(C)(C)(C)OC(=O)N(C(OC(C)(C)C)=O)C1=NC(=CC(=N1)N(C1=CC=C(C=C1)C)C(=O)OC(C)(C)C)CO